C1(CCCCC1)NC1=C(C=C(C=C1)S(=O)(=O)NC)C=1OC(=NN1)C 4-(cyclohexylamino)-N-methyl-3-(5-methyl-1,3,4-oxadiazol-2-yl)benzenesulfonamide